CNC1=C(SC(=C1)C=1C=C2CCCN3C2=C(C1)CCC3)C(=O)OC Methyl 3-(methylamino)-5-(2,3,6,7-tetrahydro-1H,5H-pyrido[3,2,1-ij]quinolin-9-yl)thiophene-2-carboxylate